5-(3-(1-isopropyl-1H-pyrazol-4-yl)phenyl)-N-(6-(4-isopropyl-4H-1,2,4-triazol-3-yl)pyridin-2-yl)-1H-pyrazine-3-carboxamide C(C)(C)N1N=CC(=C1)C=1C=C(C=CC1)C=1N=C(CNC1)C(=O)NC1=NC(=CC=C1)C1=NN=CN1C(C)C